(2,2,2-trifluoroethyl) (4-fluorophenyl) disulfide FC1=CC=C(C=C1)SSCC(F)(F)F